3-[4-(Pyrrolidine-1-carbonyl)-1H-pyrazol-1-yl]pyrazin N1(CCCC1)C(=O)C=1C=NN(C1)C=1C=NC=CN1